NC=1C=2N(C3=CC(=CC=C3N1)C(=O)N([C@@H]1COC(C3=CC(=CC=C13)C=1C=NN(C1)C)C)C)C=NC2 4-amino-N-methyl-N-((4S)-1-methyl-7-(1-methyl-1H-pyrazol-4-yl)isochroman-4-yl)-imidazo[1,5-a]quinoxaline-8-carboxamide